C(CCCC)[In](N)CCCCC diamyl-aminoindium